(2S,3S)-benzyl 2-((2S,5R)-1-((S)-2-((S)-2-(tert-butoxycarbonylamino)propanamido)-3-methylbutanoyl)-5-(5-methylfuran-2-yl)pyrrolidine-2-carboxamido)-3-methylpentanoate C(C)(C)(C)OC(=O)N[C@H](C(=O)N[C@H](C(=O)N1[C@@H](CC[C@@H]1C=1OC(=CC1)C)C(=O)N[C@H](C(=O)OCC1=CC=CC=C1)[C@H](CC)C)C(C)C)C